3-(aminomethyl)piperidin-2-one hydrochloride Cl.NCC1C(NCCC1)=O